ClC=1C=C(C=C(C1OC=1C=C2C3(C(NC2=CC1)=O)C(C3)C)Cl)N3N=C(C(NC3=O)=O)C(=O)O 2-(3,5-dichloro-4-((2-methyl-2'-oxospiro[cyclopropane-1,3'-indolin]-5'-yl)oxy)phenyl)-3,5-dioxo-2,3,4,5-tetrahydro-1,2,4-triazine-6-carboxylic acid